CN(C=1C=C(C(=O)N2CCN(CC2)CC2=NC3=C(N2C[C@H]2OCC2)C=C(C=C3)C(=O)O)C=CC1)C1=CC=C(C=C1)C 2-[(4-{3-[methyl(4-methylphenyl)amino]benzoyl}piperazin-1-yl)methyl]-1-{[(2S)-oxetan-2-yl]methyl}-1H-1,3-benzodiazole-6-carboxylic acid